COC(=O)C1=NC(=C(C=2C1=NNC2)OC)N2CCOCC2 4-methoxy-5-morpholino-2H-pyrazolo[3,4-c]pyridine-7-carboxylic acid methyl ester